OC1=C(C=CC(=C1)C(F)(F)F)C1=NN=C(C2=CC=C(C=C12)P(C)(C)=O)N[C@H]1CN(CCC1)C (R)-(4-(2-hydroxy-4-(trifluoromethyl)phenyl)-1-((1-methylpiperidin-3-yl)amino)phthalazin-6-yl)dimethylphosphine oxide